OC1(CCN(CC1)C(C[C@@H](C)C1=CC=CC=C1)=O)CN1C(C=C(C(=C1)C1=CC=CC=C1)C1=CC=CC=C1)=O (R)-1-((4-hydroxy-1-(3-phenylbutyryl)piperidin-4-yl)methyl)-4,5-diphenylpyridin-2(1H)-one